ClC=1C=C2C=CN(C2=C(C1)C1=C2C(=NC=C1)C=C(S2)CN2C(N(C(=CC2=O)OC)C)=O)CC2(CCNCC2)C#N 4-((5-Chloro-7-(2-((4-methoxy-3-methyl-2,6-dioxo-3,6-dihydropyrimidine-1(2H)-yl)methyl)thieno[3,2-b]pyridin-7-yl)-1H-indol-1-yl)methyl)piperidine-4-carbonitrile